N,N-diethyl-2-(4-methoxy-1H-indol-3-yl)acetamide C(C)N(C(CC1=CNC2=CC=CC(=C12)OC)=O)CC